C(C1=CC=CC=C1)OC(=O)N[C@H](C(=O)NNCC1C(N(CC1)C(=O)OC(C)(C)C)=O)CC(C)C tertbutyl 3-[[2-[(2S)-2-(benzyloxycarbonylamino) 4-methyl pentanoyl]hydrazino]methyl]-2-oxo-pyrrolidine-1-carboxylate